(S)-3-[3-[(5,5-Dioxo-7a,8,9,10-tetrahydro-7H-pyrrolo[2,1-d][1,2,5]benzothiadiazepin-6-yl)methyl]-4-methyl-phenyl]-3-(1-ethyl-4-methyl-benzotriazol-5-yl)propanoic acid O=S1(N(CC2N(C3=C1C=CC=C3)CCC2)CC=2C=C(C=CC2C)[C@H](CC(=O)O)C2=C(C3=C(N(N=N3)CC)C=C2)C)=O